(2S)-2-[[2-[(1,1-dioxo-3,4-dihydro-2H-thiochromen-6-yl)amino]-5-(5-methyl-1,3,4-oxadiazol-2-yl)pyrimidin-4-yl]amino]-2-phenyl-ethanol O=S1(CCCC2=CC(=CC=C12)NC1=NC=C(C(=N1)N[C@H](CO)C1=CC=CC=C1)C=1OC(=NN1)C)=O